FC1=CC=C(C=C1)S(=O)(=O)C1=CC=C(C=C1)F bis(4-fluorophenyl)sulfone